C(C)[C@]1(C(OCC=2C(N3CC=4C(=NC=5C=C6C(=CC5C4CCCCl)OCO6)C3=CC21)=O)=O)O (S)-7-ethyl-7-hydroxyl-14-(3-chloropropyl)-10,13-dihydro-11H-[1,3]dioxolo[4,5-g]pyrano[3',4':6,7]indolizino[1,2-b]quinolin-8,11(7H)-dione